CC1(C2CC(C1CC2)=C)C 7,7-dimethyl-2-methylidene-norbornane